C1(CCC1)C=1C(=NN(C1NC(CC1CC(C1)(F)F)=O)C)C(C1=CC=CC=C1)(F)F N-(4-cyclobutyl-3-(difluoro(phenyl)methyl)-1-methyl-1H-pyrazol-5-yl)-2-(3,3-difluorocyclobutyl)acetamide